4-[(tert-Butyldimethylsilyl) oxy]Methyl-1-chloropyrrolidine-2-carboxylate [Si](C)(C)(C(C)(C)C)OCC1CC(N(C1)Cl)C(=O)[O-]